dimethylsilyl-bis(cyclopentadienyl)zirconium difluoride [F-].[F-].C[SiH](C)[Zr+2](C1C=CC=C1)C1C=CC=C1